4-[2-chloro-6-methyl-1-(4-methylbenzenesulfonyl)-7-oxopyrrolo[2,3-c]pyridin-4-yl]-1-methyl-5-phenylpyridin-2-one ClC1=CC2=C(C(N(C=C2C2=CC(N(C=C2C2=CC=CC=C2)C)=O)C)=O)N1S(=O)(=O)C1=CC=C(C=C1)C